C(CCCC(=O)OC(C)(C)C)(=O)OCOC(=O)N(C)C(CC1=CC2=C(OCO2)C=C1)C {[2-(2H-1,3-Benzodioxol-5-yl)-1-methylethyl]-N-methylaminocarbonyloxy}methyl tert-butyl glutarate